(S)-N-(2-aminoethyl)-3-(2-(2-methylazetidin-1-yl)-6,7-dihydro-5H-cyclopenta[d]pyrimidin-4-yl)benzamide NCCNC(C1=CC(=CC=C1)C=1C2=C(N=C(N1)N1[C@H](CC1)C)CCC2)=O